FC1(CCOC2=C(C(=CC=C12)F)S(=O)(=O)Cl)F 4,4,7-Trifluorochroman-8-sulfonyl chloride